CCCC[P+](CCCC)(CCCC)CCCC.C(C(F)(F)[P-](C(C(F)(F)F)(F)F)(C(C(F)(F)F)(F)F)(F)(F)F)(F)(F)F tetrabutylammonium tris(pentafluoroethyl)trifluorophosphate